[C@H]1([C@@H](O)[C@@H](O)[C@H](O)[C@H](O1)CO)OCCNC(CN([C@@H](CCC(=O)ON1C(CCC1=O)=O)C(=O)NCCO[C@@H]1[C@@H](O)[C@@H](O)[C@H](O)[C@H](O1)CO)CC(NCCO[C@@H]1[C@@H](O)[C@@H](O)[C@H](O)[C@H](O1)CO)=O)=O 2,5-dioxopyrrolidin-1-yl (s)-4-{bis[2-({2-[(α-D-mannopyranosyl)oxy]ethyl}amino)-2-oxoethyl]amino}-5-({2-[(α-D-mannopyranosyl)oxy]ethyl} amino)-5-oxopentanoate